2,2,2-trifluoro-1-(5-(2-((1-((1-methyl-1H-imidazol-4-yl)sulfonyl)piperidin-4-yl)amino)-5-(trifluoromethyl)pyrimidin-4-yl)thiazol-2-yl)ethan-1-ol FC(C(O)C=1SC(=CN1)C1=NC(=NC=C1C(F)(F)F)NC1CCN(CC1)S(=O)(=O)C=1N=CN(C1)C)(F)F